(4-FORMYL-2-IODO-6-METHOXYPHENOXY)ACETIC ACID C(=O)C1=CC(=C(OCC(=O)O)C(=C1)OC)I